C1=CC=CC2=CC3=CC=CC=C3C(=C12)C1=CC(=C(OC2OCCCC2)C=C1)Br 2-(4-(anthracene-9-yl)-2-bromophenoxy)tetrahydro-2H-pyran